CC1=C(CNS(=O)(=O)C=2C=C(C=CC2)C#CCCCCC(=O)O)C(=CC(=C1)C)C 7-(3-(N-(2,4,6-trimethylbenzyl)sulfamoyl)phenyl)hept-6-ynoic acid